C(#N)C=1C=C(C=CC1)C=1N=C(SC1C1=CC(=[N+](C(=C1)C)[O-])C)NC(=O)N1CC2(COC2)C1 N-[4-(3-Cyanophenyl)-5-(2,6-dimethyl-1-oxido-pyridin-1-ium-4-yl)thiazol-2-yl]-2-oxa-6-azaspiro[3.3]heptan-6-carboxamid